BrCCCOC(NCCC1=CC(=CC=C1)OC1=CC=CC=C1)=O (3-bromopropyl)(3-phenoxyphenethyl)carbamate